tris(dichloroethyl)-phosphate ClC(COP(=O)(OCC(Cl)Cl)OCC(Cl)Cl)Cl